(R)-N-(1-(3-amino-5-(trifluoromethyl)phenyl)ethyl)-4-methyl-7-morpholinophthalazin-1-amine NC=1C=C(C=C(C1)C(F)(F)F)[C@@H](C)NC1=NN=C(C2=CC=C(C=C12)N1CCOCC1)C